3a-Benzyl-2-(cyclopropylmethyl)-4H,5H,6H,7H-pyrazolo[4,3-c]pyridin-3-one C(C1=CC=CC=C1)C12CNCCC1=NN(C2=O)CC2CC2